[Ti].C(C)CC(=O)OOC(C)C.C(C)CC(=O)OOC(C)C bis(isopropoxy) bis(ethylacetate) titanium